Tert-Butyl-[2-[5-fluoro-2-(6-isopropyl-1H-pyrrolo[2,3-f]indazol-5-yl)phenoxy]ethoxy]-dimethyl-silane C(C)(C)(C)[Si](C)(C)OCCOC1=C(C=CC(=C1)F)N1C(=CC2=C1C=C1C=NNC1=C2)C(C)C